N-(1-methylpiperidin-4-yl)-3-(2,2,2-trifluoroethyl)imidazo[1,2-a]pyridin-8-amine CN1CCC(CC1)NC=1C=2N(C=CC1)C(=CN2)CC(F)(F)F